C(C)(C)(C)OC(=O)N1CCC2(CC1)OC1=C([C@H]2N[S@](=O)C(C)(C)C)C=CC=C1 (R)-3-(((R)-tert-butylsulfinyl)amino)-3H-spiro[benzofuran-2,4'-piperidine]-1'-carboxylic acid tert-butyl ester